3-((7-(5-(difluoromethyl)-1H-pyrazol-4-yl)-4-oxoquinazolin-3(4H)-yl)methyl)-N-(3-(methylsulfonylamino)benzyl)benzamide FC(C1=C(C=NN1)C1=CC=C2C(N(C=NC2=C1)CC=1C=C(C(=O)NCC2=CC(=CC=C2)NS(=O)(=O)C)C=CC1)=O)F